4,4,5,5-tetramethyl-2-(3,3,4,4-tetramethylborolan-1-yl)-1,3,2-dioxaborolane CC1(OB(OC1(C)C)B1CC(C(C1)(C)C)(C)C)C